ClC1=C(C(=O)NC2(CC2)C#N)C=C(C=C1)C=1C=NN(C1)C=1N(N=C(C1C(F)(F)F)OC(=C(C(F)(F)F)F)F)C 2-chloro-N-(1-cyanocyclopropyl)-5-[1-[2-methyl-5-[(E or Z)-1,2,3,3,3-pentafluoroprop-1-enyloxy]-4-(trifluoromethyl)pyrazol-3-yl]pyrazol-4-yl]benzamide